NC1=C(SC2=NC=C3C(=C21)CCC3)C(=O)OC Methyl 1-amino-7,8-dihydro-6H-cyclopenta[d]thieno[2,3-b]pyridine-2-carboxylate